ClC=1C=C2C(=NC=NC2=CC1C1=C(C=C(C=C1)F)F)N1CCN(CC1)C(C=C)=O 1-(4-(6-chloro-7-(2,4-difluorophenyl)quinazolin-4-yl)piperazin-1-yl)prop-2-en-1-one